copper (2-methyl-2H-tetrazole) chlorate Cl(=O)(=O)[O-].CN1N=CN=N1.[Cu+2].Cl(=O)(=O)[O-]